2-chloro-N-(5-(5-(difluoromethyl)-1,2,4-oxadiazol-3-yl)-2,3-dihydro-1H-inden-1-yl)thiazole-5-carboxamide ClC=1SC(=CN1)C(=O)NC1CCC2=CC(=CC=C12)C1=NOC(=N1)C(F)F